FC(/C(=N/O)/N)F (Z)-2,2-difluoro-N'-hydroxyacetamidine